N-(3-Fluoro-4-((2-(2-(oxetan-3-ylamino)pyrimidin-4-yl)phenyl)thio)phenyl)2-chlorobenzenesulfonamide FC=1C=C(C=CC1SC1=C(C=CC=C1)C1=NC(=NC=C1)NC1COC1)NS(=O)(=O)C1=C(C=CC=C1)Cl